COC[C@H]1[C@@H](CN(C1)CC=1N=CC2=CC(=CC=C2C1)C1CCN(CC1)CC(F)(F)F)OC=1C=C2CN(C(C2=CC1)=O)[C@@H]1C(NC(CC1)=O)=O (3S)-3-(5-{[(3S,4S)-4-(methoxymethyl)-1-({7-[1-(2,2,2-trifluoroethyl)piperidin-4-yl]isoquinolin-3-yl}methyl)pyrrolidin-3-yl]oxy}-1-oxo-2,3-dihydro-1H-isoindol-2-yl)piperidine-2,6-dione